Trans-N-(3-aminopropyl)-4-[[2-chloro-6-[4-[4-[(5R)-5-(hydroxymethyl)-2-oxo-oxazolidin-3-yl]phenyl]sulfonylpiperazin-1-yl]-4-pyridyl]-difluoro-methyl]cyclohexanecarboxamide NCCCNC(=O)[C@@H]1CC[C@H](CC1)C(F)(F)C1=CC(=NC(=C1)N1CCN(CC1)S(=O)(=O)C1=CC=C(C=C1)N1C(O[C@H](C1)CO)=O)Cl